2-((3-fluoropyridin-2-yl)methyl)-8-(1-methyl-1H-benzo[d]imidazol-6-yl)-7-(oxazol-2-yl)-[1,2,4]triazolo[1,5-c]pyrimidin-5-amine FC=1C(=NC=CC1)CC1=NN2C(=NC(=C(C2=N1)C=1C=CC2=C(N(C=N2)C)C1)C=1OC=CN1)N